1-Cyclopropyl-4-methyl-5-(4,4,5,5-tetramethyl-1,3,2-dioxaborolan-2-yl)-1H-pyrazole C1(CC1)N1N=CC(=C1B1OC(C(O1)(C)C)(C)C)C